N-(4-fluoro-3-((3-(9-(tetrahydro-2H-pyran-2-yl)-9H-purin-6-yl)pyridin-2-yl)amino)phenyl)-4-(trifluoromethyl)picolinamide FC1=C(C=C(C=C1)NC(C1=NC=CC(=C1)C(F)(F)F)=O)NC1=NC=CC=C1C1=C2N=CN(C2=NC=N1)C1OCCCC1